COCOC1=CC=CC=2C(=NOC21)CC(=O)OCC ethyl 2-[7-(methoxymethoxy)-1,2-benzoxazol-3-yl]acetate